3,3'-difluoro-4,4'-diaminobiphenyl FC=1C=C(C=CC1N)C1=CC(=C(C=C1)N)F